P(=O)([O-])([O-])[O-].[Fe+2].[Li+] LITHIUM-IRON PHOSPHATE